Cl.C(C)N1C=C(C=CC1=O)N1C(C2(CC1)CCNCC2)=O 2-(1-ethyl-6-oxo-1,6-dihydropyridin-3-yl)-2,8-diazaspiro[4.5]decan-1-one hydrochloride